ClC1=C(C=CC=C1Cl)SC=1N=C(C(=NC1C)N1CCC2(CCC[C@H]2N)CC1)C1=CC=NN1 (R)-8-(5-((2,3-dichlorophenyl)thio)-6-methyl-3-(1H-pyrazol-5-yl)pyrazin-2-yl)-8-azaspiro[4.5]decan-1-amine